C1(CC1)OC=1C(=CC2=CN(N=C2C1)C1CCC(CC1)CCI)C(=O)O 6-Cyclopropoxy-2-((1r,4r)-4-(2-iodoethyl)cyclohexyl)-2H-indazole-5-carboxylic acid